5-(5-(((1R,5S,7s)-3-oxa-9-azabicyclo[3.3.1]nonan-7-yl)oxy)-2-methylpyridin-4-yl)-N-(1-(difluoromethyl)-1H-pyrazol-4-yl)pyrazolo[1,5-a]pyridin-2-amine [C@H]12COC[C@H](CC(C1)OC=1C(=CC(=NC1)C)C1=CC=3N(C=C1)N=C(C3)NC=3C=NN(C3)C(F)F)N2